COC1=CC=2C(=C3C(=NC2C=C1OCCCN1CCCC1)CC(C3)(C)C)NC(C)C 7-methoxy-2,2-dimethyl-N-(propan-2-yl)-6-[3-(pyrrolidin-1-yl)propoxy]-1H,2H,3H-cyclopenta[b]quinolin-9-amine